alpha-keto-valine CC(C)C(=O)C(=O)O